(1-((3-(Aminomethyl)phenyl)sulfonyl)-5-phenylpiperidin-3-yl)(1,1-dioxidothiomorpholino)methanone NCC=1C=C(C=CC1)S(=O)(=O)N1CC(CC(C1)C1=CC=CC=C1)C(=O)N1CCS(CC1)(=O)=O